didecyl-xylose C(CCCCCCCCC)C([C@H]([C@@H]([C@H](C=O)O)O)O)(O)CCCCCCCCCC